tert-butyl 3-bromo-7-(furan-2-yl)-1H-indole-1-carboxylate BrC1=CN(C2=C(C=CC=C12)C=1OC=CC1)C(=O)OC(C)(C)C